FC(C(=O)O)(F)F.C1(CC1)[C@H](C)N1C(C2=C(C=C(C=C2C1)C1=CN=NC(=C1)C=1NC(=C(N1)C)C)C(CO)O)=O 2-((S)-1-Cyclopropylethyl)-7-(1,2-dihydroxyethyl)-5-(6-(4,5-dimethyl-1H-imidazol-2-yl)pyridazin-4-yl)isoindolin-1-one, Trifluoroacetate Salt